BrC=1C=2N(C=C(C1)F)C(=C(N2)I)CC(F)(F)F 8-bromo-6-fluoro-2-iodo-3-(2,2,2-trifluoroethyl)imidazo[1,2-a]pyridine